(1R,2R)-N,N'-diphenyl-1,2-cyclohexanediamine C1(=CC=CC=C1)N[C@H]1[C@@H](CCCC1)NC1=CC=CC=C1